9,10-Dihydro-9-oxa-10-phosphaphenanthren-10-oxide C1=CC=CC=2C3=CC=CC=C3OP(C12)=O